5,6-dichloro-3-pyridinecarboxylic acid chloride ClC=1C=C(C=NC1Cl)C(=O)Cl